CC1=C(C=C(C=C1)NC(=O)C=1N=NC=C(C1)C(F)(F)F)C1=CC(=NC=C1)C1=CC(=NC=C1)NC(OC(C)(C)C)=O tert-butyl (4-(2-methyl-5-(5-(trifluoromethyl)pyridazine-3-carboxamido)phenyl)-[2,4'-bipyridin]-2'-yl)carbamate